C[C@H]1N(CCOC1)C=1C=C(C=2N(C1)C(=CN2)C2=CC=NN2)C2=CC=NN2C (R)-3-methyl-4-(8-(1-methyl-1H-pyrazol-5-yl)-3-(1H-pyrazol-5-yl)imidazo[1,2-a]pyridin-6-yl)morpholine